2-(2-chloro-5-((S or R)-1-(((R)-((R)-2,3-dihydro-1H-pyrido[2,3-b][1,4]oxazin-3-yl)(phenyl)methyl)amino)propan-2-yl)phenyl)acetic acid ClC1=C(C=C(C=C1)[C@@H](CN[C@H](C1=CC=CC=C1)[C@H]1CNC2=C(O1)N=CC=C2)C)CC(=O)O |o1:7|